N1=C(C=CC2=CC=CC=C12)C(=O)O.N1CCC1 (azacyclobutane) quinoline-2-carboxylate